N=1C=CN2C1C=C(C=C2)COC2=CC=CC(=N2)C2CCN(CC2)CC2=NC1=C(N2C[C@H]2OCC2)C=C(C=C1)C(=O)[O-] (S)-2-((4-(6-(imidazo[1,2-a]pyridin-7-ylmethoxy)pyridin-2-yl)piperidin-1-yl)methanyl)-1-(oxetan-2-ylmethyl)-1H-benzo[d]imidazole-6-carboxylate